2-methyloxane-4-carbaldehyde CC1OCCC(C1)C=O